N-(5-cyclopropyl-1H-pyrazol-3-yl)-2-(1-(3-fluoro-5-methoxyphenyl)-1H-pyrazol-4-yl)propanamide C1(CC1)C1=CC(=NN1)NC(C(C)C=1C=NN(C1)C1=CC(=CC(=C1)OC)F)=O